ClC(C1=NC(=NO1)C1=CC=C(CNC=2C(C(C2N2CCCCC2)=O)=O)C=C1)(F)F 3-((4-(5-(chlorodifluoromethyl)-1,2,4-oxadiazol-3-yl)benzyl)amino)-4-(piperidin-1-yl)cyclobut-3-ene-1,2-dione